methyl-3-cyclobutyl-1H-pyrazole CN1N=C(C=C1)C1CCC1